FC1(CCC(CC1)C(NC(=O)C1=NOC=C1C(C)C)C=1OC2=C(N1)C=C(C=C2)C(COC)N2C(NC(C2)C(F)(F)F)=O)F N-((4,4-difluorocyclohexyl)(5-(2-methoxy-1-(2-oxo-4-(trifluoromethyl)imidazolidin-1-yl)ethyl)benzo[d]oxazol-2-yl)methyl)-4-isopropyl-isoxazole-3-carboxamide